4-(methylamino)-5-(trifluoromethyl)pyrimidin CNC1=NC=NC=C1C(F)(F)F